O[C@@H](CCCC(=O)OC(C)C)C#C\C=C\C=C\[C@@H](CC#C\C=C\[C@@H](CC)O)O isopropyl (5S,8E,10E,12R,16E,18R)-5,12,18-trihydroxyeicosa-8,10,16-trien-6,14-diynoate